din-butyl-diethoxysilane C(CCC)[Si](OCC)(OCC)CCCC